N-(3-fluoro-4-bromophenyl)-7-(6-fluoroquinoline-4-yl)spiro[3.5]nonane-2-carboxamide FC=1C=C(C=CC1Br)NC(=O)C1CC2(C1)CCC(CC2)C2=CC=NC1=CC=C(C=C21)F